CC=1CC[C@H]([C@@H](C1)C=1C(=CC(=CC1O)C=1C=NN(C1)C)O)C(=C)C (1'r,2'r)-5'-methyl-4-(1-methyl-1H-pyrazol-4-yl)-2'-(prop-1-en-2-yl)-1',2',3',4'-tetrahydro-[1,1'-biphenyl]-2,6-diol